FC(C1=NN=C(O1)C=1C=CC(=NC1)CN1C(OC2=C1C=C(C(=C2)C=2C=NC(=CC2)N2CCN(CC2)C(C)C)F)=O)F 3-((5-(5-(difluoromethyl)-1,3,4-oxadiazole-2-yl)pyridine-2-yl)methyl)-5-fluoro-6-(6-(4-isopropylpiperazine-1-yl)pyridine-3-yl)benzo[d]oxazole-2(3H)-one